naphthobenzene C1=CC=CC=2C=CC3=C(C=CC=C3)C12